tert-butyl 2-benzyl-13-methyl-11,14-dioxo-1-phenyl-5,8-dioxa-2,12,15-triazanonadecan-19-oate C(C1=CC=CC=C1)N(CC1=CC=CC=C1)CCOCCOCCC(NC(C(NCCCC(=O)OC(C)(C)C)=O)C)=O